C(#N)C1=CC=2N(N=C1)C(=CC2)C2=CC(=C(C=N2)C2=NN=C(S2)C21CCC(CC2)(CC1)NC(OC(C)(C)C)=O)NC(C)C Tert-butyl (4-(5-(6-(3-cyanopyrrolo[1,2-b]pyridazin-7-yl)-4-(isopropylamino)pyridin-3-yl)-1,3,4-thiadiazol-2-yl)bicyclo[2.2.2]octan-1-yl)carbamate